C1(CCCC1)N1C(C(=CC2=C1N=C(N=C2)NC2=C(C=C(C=C2)N2CCN(CC2)C)OC)C)=O 8-cyclopentyl-2-((2-methoxy-4-(4-methylpiperazin-1-yl)phenyl)amino)-6-methylpyrido[2,3-d]pyrimidin-7(8H)-one